CN1N=CC(=C1C)C=1C=CC=C2C=NC(=NC12)NC=1C(NC=2CCN(CC2C1)C)=O 3-((8-(1,5-Dimethyl-1H-pyrazol-4-yl)quinazolin-2-yl)amino)-6-methyl-5,6,7,8-tetrahydro-1,6-Naphthyridin-2(1H)-one